(prop-1-en-2-yl)-N-(1-(3,4,5-trimethoxyphenyl)-1H-imidazol-4-yl)thiazolo[5,4-d]pyrimidin-7-amine C=C(C)C=1SC=2N=CN=C(C2N1)NC=1N=CN(C1)C1=CC(=C(C(=C1)OC)OC)OC